4-chloro-N-[3-[(1R)-2-(4-fluoroanilino)-1-methyl-2-oxo-ethyl]-1-bicyclo[1.1.1]pentanyl]-3-methyl-benzamide ClC1=C(C=C(C(=O)NC23CC(C2)(C3)[C@H](C(=O)NC3=CC=C(C=C3)F)C)C=C1)C